ClC(OC1=CC=C(C=C1)NC(C1=CN=C(C(=C1)NC1=CC=C(C=C1)F)N1C[C@@H](CC1)O)=O)(F)F (R)-N-(4-(chlorodifluoromethoxy)phenyl)-5-((4-fluorophenyl)amino)-6-(3-hydroxyPyrrolidin-1-yl)nicotinamide